FC(OC=1C=C(C=CC1)N1N=C(C2=CC(=CC=C12)C(=O)NC1(CS(C1)(=O)=O)C)C(CC)O)F 1-(3-(difluoromethoxy)phenyl)-3-(1-hydroxypropyl)-N-(3-methyl-1,1-dioxidothietan-3-yl)-1H-indazole-5-carboxamide